tert-Butyl(2-methyl-1-(4-methyl-3-((1-(naphthalen-1-yl)cyclopropyl)carbamoyl)phenoxy) propan-2-yl)carbamate C(C)(C)(C)OC(NC(COC1=CC(=C(C=C1)C)C(NC1(CC1)C1=CC=CC2=CC=CC=C12)=O)(C)C)=O